1-(2-(aminomethyl)phenyl)-N,N-dimethylmethylamine NCC1=C(C=CC=C1)CN(C)C